1-(tert-Butyl) 2-methyl (2R,5S)-5-(((1s,4R)-4-(benzylamino)cyclohexyl)methyl)-pyrrolidine-1,2-dicarboxylate C(C1=CC=CC=C1)NC1CCC(CC1)C[C@@H]1CC[C@@H](N1C(=O)OC(C)(C)C)C(=O)OC